2-FLUORO-BENZONITRILE FC1=C(C#N)C=CC=C1